3-[(6-ethynyl-2-naphthyl)oxy]propan-1-ol C(#C)C=1C=C2C=CC(=CC2=CC1)OCCCO